C(C(=O)O)(=O)O.NC=1C2=C(N=CN1)N(C=C2)[C@H]2[C@@H]([C@@]([C@H](O2)[C@H](O)C2=CC(=C(C=C2)Cl)Cl)(O)C)O (2R,3S,4R,5R)-5-(4-amino-7H-pyrrolo[2,3-d]pyrimidin-7-yl)-2-((R)-(3,4-dichlorophenyl)(hydroxy)methyl)-3-methyltetrahydrofuran-3,4-diol, oxalate salt